2-[3-methoxy-4-(3-piperidinopropoxy)phenylamino]-4-(7-methyl-5,6,7,8-tetrahydro-3-quinolylamino)pyrimidine COC=1C=C(C=CC1OCCCN1CCCCC1)NC1=NC=CC(=N1)NC=1C=NC=2CC(CCC2C1)C